C[C@H]1CC[C@@H](N(C1)C(=O)OC(C)(C)C)C=1C=CC2=CN(N=C2C1)[C@@H]1CN(CC(C1)(C)C)C tert-Butyl (2R,5S)-5-methyl-2-[2-[(3S)-1,5,5-trimethyl-3-piperidyl]indazol-6-yl]piperidine-1-carboxylate